CN(C(=O)CCN(CC(=O)O)C(=O)OCC1C2=CC=CC=C2C=2C=CC=CC12)C 2-{[2-(dimethylcarbamoyl)ethyl]({[(9H-fluoren-9-yl)methoxy]carbonyl})amino}acetic acid